CC(C(=O)NC=1C=C2C(=NC1)N(C=C2C)C2=NC(=NC=C2C)NC2=NN(C=C2)C)=C 2-methyl-N-[3-methyl-1-[5-methyl-2-[(1-methylpyrazol-3-yl)amino]pyrimidin-4-yl]pyrrolo[2,3-b]pyridin-5-yl]prop-2-enamide